methyl 2,6-dichloropyridine-3-carboxylate ClC1=NC(=CC=C1C(=O)OC)Cl